NC1=NN(C=C1C(=O)OCC)C=1C=NC(=C(C1)[N+](=O)[O-])OC ethyl 3-amino-1-(6-methoxy-5-nitropyridin-3-yl)-1H-pyrazole-4-carboxylate